1-Butyl-3-(2-chloro-6-fluorophenyl)-7-(4-ethyl-3-(hydroxymethyl)-5-oxo-4,5-dihydro-1H-1,2,4-triazol-1-yl)-6-fluoro-2,3-dihydroquinazolin-4(1H)-one C(CCC)N1CN(C(C2=CC(=C(C=C12)N1N=C(N(C1=O)CC)CO)F)=O)C1=C(C=CC=C1F)Cl